(2R,6S)-2,6-dimethyltetrahydro-2H-pyran-4-carbaldehyde C[C@H]1O[C@H](CC(C1)C=O)C